O=C1N(CCC2=C1SC=C2C(=O)OCC)C(=O)OC(C)(C)C 6-(tert-butyl) 3-ethyl 7-oxo-4,7-dihydrothieno[2,3-c]pyridine-3,6(5H)-dicarboxylate